CC=1C=CC=C2C=CN=C(C12)N(C(C1=C(C=C(C=C1)NC1=NC=NC(=N1)Cl)F)=O)[C@H]1CN(CCC1)C(=O)OC(C)(C)C tert-butyl (3R)-3-[N-(8-methylisoquinolin-1-yl)4-[(4-chloro-1,3,5-triazin-2-yl)amino]-2-fluorobenzamido]piperidine-1-carboxylate